2-((3-(3,4-dichlorobenzyl)-1,2,4-oxadiazol-5-yl)methyl)acrylic acid ClC=1C=C(CC2=NOC(=N2)CC(C(=O)O)=C)C=CC1Cl